OC(C)C=1C(=NC(=CC1)N1C=NC2=C1C=CC(=C2)NC=2N=NC(=CC2)C)C=2C=C(N(N2)C)C#N 5-[3-(1-hydroxyethyl)-6-[5-[(6-methylpyridazin-3-yl)amino]benzimidazol-1-yl]-2-pyridinyl]-2-methyl-pyrazole-3-carbonitrile